NC1N(N2C(N=CC=C2)=C1)CC=1C=C(C=2N(C1N1CCCC1)C=NC2Cl)Cl 2-Amino-N-((1,8-dichloro-5-(pyrrolidin-1-yl)imidazo[1,5-a]pyridin-6-yl)methyl)pyrazolo[1,5-a]pyrimidine